1-(5-((4-(5-fluoro-2-oxo-2,3-dihydro-1H-benzo[d]imidazol-1-yl)piperidin-1-yl)methyl)-1-oxoisoindolin-2-yl)dihydropyrimidine-2,4(1H,3H)-dione FC1=CC2=C(N(C(N2)=O)C2CCN(CC2)CC=2C=C3CN(C(C3=CC2)=O)N2C(NC(CC2)=O)=O)C=C1